(1S,6'E,11'R,12'S)-6-CHLORO-9',11'-DIMETHYL-10'-OXO-3,4-DIHYDRO-2H-SPIRO[NAPHTHALENE-1,19'-[17]OXA[1,9]DIAZATRICYCLO[11.7.2.016,21]DOCOSA[6,13,15,21]TETRAENE]-12'-CARBOXYLIC ACID ClC=1C=C2CCC[C@]3(COC4=CC=C5[C@H]([C@H](C(N(C/C=C/CCCCN(C3)C4=C5)C)=O)C)C(=O)O)C2=CC1